OC[C@H](C)N1C=NC2=C(C1=O)C=C(N=C2C=2C=NC=CC2C)C=2C=NC(=CC2)C(F)(F)F (S)-3-(1-hydroxy-prop-2-yl)-8-(4-methylpyridin-3-yl)-6-(6-(trifluoromethyl)pyridin-3-yl)pyrido[3,4-d]pyrimidin-4(3H)-one